N,N'-(1,3-phenylene)bis(2-chloroacetamide) C1(=CC(=CC=C1)NC(CCl)=O)NC(CCl)=O